(R)-1-(4-methoxybenzyl)-3-(4-(1-(methylsulfonyl)pyrrolidin-3-yl)phenyl)urea COC1=CC=C(CNC(=O)NC2=CC=C(C=C2)[C@@H]2CN(CC2)S(=O)(=O)C)C=C1